C(CCCCCCCCCCCCCC)(=O)N[C@@H](CC1=CNC2=CC=CC=C12)C(=O)O N-n-pentadecanoyl-tryptophan